tert-butyl (4RS,6R)-2-(4-chloro-2-fluorophenyl)-4,6-dimethyl-6,7-dihydropyrazolo[1,5-a]pyrazine-5(4H)-carboxylate ClC1=CC(=C(C=C1)C1=NN2C([C@H](N([C@@H](C2)C)C(=O)OC(C)(C)C)C)=C1)F |&1:11|